C1(CC1)C=1N=NN(C1)[C@H](C(=O)N1[C@@H](C[C@H](C1)O)C(=O)NC1C(N(CCC1)CC=1N(C=CN1)C)=O)C(C)(C)C (2S,4R)-1-[(2S)-2-(4-cyclopropyltriazol-1-yl)-3,3-dimethyl-butanoyl]-4-hydroxy-N-[1-[(1-methylimidazol-2-yl)methyl]-2-oxo-3-piperidyl]pyrrolidine-2-carboxamide